6-bromo-1-(2-chlorophenyl)-7-cyclopropyl-4-(methylamino)quinazolin-2(1H)-one BrC=1C=C2C(=NC(N(C2=CC1C1CC1)C1=C(C=CC=C1)Cl)=O)NC